1-((2-(isopropylamino)pyridin-4-yl)methyl)-5,5-dimethyl-3-(1'-(methylsulfonyl)spiro[cyclobutane-1,3'-indolin]-6'-yl)imidazolidine-2,4-dione C(C)(C)NC1=NC=CC(=C1)CN1C(N(C(C1(C)C)=O)C1=CC=C2C3(CN(C2=C1)S(=O)(=O)C)CCC3)=O